3α,12α-dihydroxycholane O[C@H]1CC2CC[C@H]3[C@@H]4CC[C@H]([C@@H](CCC)C)[C@]4([C@H](C[C@@H]3[C@]2(CC1)C)O)C